rel-1-((1S,2R,4R)-2-(4-((4-([1,2,4]triazolo[1,5-a]pyridin-7-yloxy)-2-fluoro-3-methylphenyl)amino)pyrido[3,2-d]pyrimidin-6-yl)-7-azabicyclo[2.2.1]heptan-7-yl)prop-2-en-1-one N=1C=NN2C1C=C(C=C2)OC2=C(C(=C(C=C2)NC=2C1=C(N=CN2)C=CC(=N1)[C@H]1[C@@H]2CC[C@H](C1)N2C(C=C)=O)F)C |o1:27,28,31|